2-hydroxyethyl-methyl-phosphinic acid OCCP(O)(=O)C